NC1=NC=2C(=CC=CC2C=2N1C=C(N2)C(=O)N2C[C@@H](OCC2)C)OC (S)-(5-amino-7-methoxyimidazo[1,2-c]quinazolin-2-yl)(2-methylmorpholino)methanone